C1(CCCCC1)CCN1CCN(CC1)C(=O)C1=CC=CC=C1 [4-(2-cyclohexylethyl)piperazin-1-yl]-phenyl-methanone